(2-furyl) glyoxylate C(C=O)(=O)OC=1OC=CC1